CN1CC(C1)(C)C(O)(C1=CC=C(C=C1)OC(F)(F)F)C1=CC(=CC=C1)C=1C=NC=C(C1)OCC(F)(F)F (1,3-Dimethyl-azetidin-3-yl)-{3-[5-(2,2,2-trifluoro-ethoxy)-pyridin-3-yl]-phenyl}-(4-trifluoromethoxy-phenyl)-methanol